COC(C1CCN(CC1)C1=CC=C(C=C1)[C@@H]1[C@@H](CCC2=CC(=CC=C12)O)C1CCOCC1)OC (1S,2S)-1-[4-[4-(dimethoxymethyl)-1-piperidyl]phenyl]-2-tetrahydropyran-4-yl-tetralin-6-ol